(S)-3-Amino-4-((tert-butyldiphenylsilyl)oxy)-N-methoxy-N-methylbutanamide N[C@@H](CC(=O)N(C)OC)CO[Si](C1=CC=CC=C1)(C1=CC=CC=C1)C(C)(C)C